Ethyl 2-((4-((3-methyl-4-((6-methylpyridin-3-yl)oxy)phenyl)amino)-5,8-dihydropyrido[4',3':4,5]thieno[2,3-d]pyrimidin-7(6H)-yl)methyl)acrylate CC=1C=C(C=CC1OC=1C=NC(=CC1)C)NC=1C2=C(N=CN1)SC1=C2CCN(C1)CC(C(=O)OCC)=C